C(#N)C1(CCN(CC1)C(=O)OC(C)(C)C)CCC tert-butyl 4-cyano-4-propylpiperidine-1-carboxylate